4-bromo-2-iodobenzoic acid BrC1=CC(=C(C(=O)O)C=C1)I